BrC1=CC(=CC2=C1SC(=C2)C=2SC(=C(N2)C)C(=O)OCC)OCC(C)C ethyl 2-(7-bromo-5-isobutoxybenzo[b]thiophen-2-yl)-4-methylthiazole-5-carboxylate